BrC=1C(=C(SC1C(NC1=C(C=C(C=C1)C)C)=O)NC(=O)OCC1C2=CC=CC=C2C=2C=CC=CC12)C(=O)OC methyl 4-bromo-5-[(2,4-dimethylphenyl)carbamoyl]-2-{[(9H-fluoren-9-ylmethoxy)carbonyl]-amino}thiophene-3-carboxylate